(hexyl (6-(2-oxo-2-(((3R,6R)-6-(2-oxoacetoxy) hexahydrofuro[3,2-b]furan-3-yl) oxy) acetoxy) hexyl)) oxalate C(C(=O)[O-])(=O)OCCCCCC(OC(C(O[C@H]1C2C(OC1)[C@@H](CO2)OC(C=O)=O)=O)=O)CCCCCC